C1(=CC=CC=2C(=CC=CC12)S(=O)(=O)O)S(=O)(=O)O.NC1=C2C(=NC=N1)N(N=C2C=2C=NC=C(C2)O)[C@@H](C)C=2OC(C1=CC=CC=C1C2C2=CC(=CC=C2)CN2CCN(CC2)C)=O.NC2=C1C(=NC=N2)N(N=C1C=1C=NC=C(C1)O)[C@@H](C)C=1OC(C2=CC=CC=C2C1C1=CC(=CC=C1)CN1CCN(CC1)C)=O (S)-3-(1-(4-amino-3-(5-hydroxypyridin-3-yl)-1H-pyrazolo[3,4-d]pyrimidin-1-yl)ethyl)-4-(3-((4-methylpiperazin-1-yl)methyl)phenyl)-1H-isochromen-1-one Hemi1,5-Naphthalenedisulfonate